4-((4-((2-Methoxy-ethyl)sulfonyl)benzyl)oxy)-3-(methoxymethyl)benzaldehyde COCCS(=O)(=O)C1=CC=C(COC2=C(C=C(C=O)C=C2)COC)C=C1